ClC1=NC=C(C(=N1)NC1OCCCC(C1)C#N)[N+](=O)[O-] (2-chloro-5-nitropyrimidin-4-yl-amino)oxepane-4-carbonitrile